Chloro-amphetamine ClNC(C)CC1=CC=CC=C1